2-furanacrylaldehyde O1C(=CC=C1)C=CC=O